2-chloro-N-[2-(2,4-dimethylphenyl)ethyl]-5-[3-(trifluoromethyl)phenoxy]pyridine-4-carboxamide ClC1=NC=C(C(=C1)C(=O)NCCC1=C(C=C(C=C1)C)C)OC1=CC(=CC=C1)C(F)(F)F